3,3',3''-((nitrilotris(methylene))tris(benzofuran-7,2-diyl))tris(2-(pyrrolidin-3-yl)propanoic acid) N(CC1=CC=CC=2C=C(OC21)CC(C(=O)O)C2CNCC2)(CC2=CC=CC=1C=C(OC12)CC(C(=O)O)C1CNCC1)CC1=CC=CC=2C=C(OC21)CC(C(=O)O)C2CNCC2